3-amino-6-(1-ethylpiperidin-4-yl)-4-(7-fluoro-1H-indazol-4-yl)-1H-1,10-phenanthrolin-2-one NC=1C(NC2=C3N=CC=CC3=C(C=C2C1C1=C2C=NNC2=C(C=C1)F)C1CCN(CC1)CC)=O